5-(2-Ethyl-3-methoxy-benzyl)-pyrimidine-2,4-diamine C(C)C1=C(CC=2C(=NC(=NC2)N)N)C=CC=C1OC